2-ethoxy-5-(2-carbonylpyrrolidin-1-yl)-N-(3-(thiazol-2-yl)benzyl)benzamide copper-zinc-aluminum [Al].[Zn].[Cu].C(C)OC1=C(C(=O)NCC2=CC(=CC=C2)C=2SC=CN2)C=C(C=C1)N1C(CCC1)=C=O